Methyl 5-(7-(difluoromethyl)-7'-isopropyl-1',3'-dimethyl-2'-oxo-1',2',3,4-tetrahydro-2H-[1,5'-biquinolin]-6-yl)picolinate FC(C1=C(C=C2CCCN(C2=C1)C=1C=2C=C(C(N(C2C=C(C1)C(C)C)C)=O)C)C=1C=CC(=NC1)C(=O)OC)F